C1[C@@H]([C@H](O[C@H]1N2C=NC3=C2N=C(NC3=O)N)COP(=O)(O)O[C@H]4C[C@@H](O[C@@H]4COP(=O)(O)O)N5C=NC6=C(N=CN=C65)N)O The molecule is a single-stranded DNA oligonucleotide comprising 2'-deoxyadenosine and 2'-deoxyguanosine connected by a 3'->5 linkage and with a phosphoric group at the 5'-terminus.